N-{4-[(3S)-3-(cyclopropylmethyl)-6-methoxy-3,4-dihydroisoquinolin-1-yl]phenyl}adamantan-1-amine C1(CC1)C[C@@H]1N=C(C2=CC=C(C=C2C1)OC)C1=CC=C(C=C1)NC12CC3CC(CC(C1)C3)C2